O(CC1=CC=C(C=C1)C1(N=NC=CC=C1)C(F)(F)F)CC1=CC=C(C=C1)C1(N=NC=CC=C1)C(F)(F)F 3,3'-((oxo-bis(methylene))bis(4,1-phenylene))bis(3-(trifluoromethyl)-3H-diazepine)